COC1=CC=C(CN(S(=O)(=O)C=2C(=C(C=CC2S(=O)(=O)CC[Si](C)(C)C)N2CCC(CC2)S(=O)(=O)NCCNC(OC(C)(C)C)=O)C=2N=NN(N2)CC2=CC=C(C=C2)OC)CC2=CC=C(C=C2)OC)C=C1 tert-Butyl (2-(1-(3-(N,N-bis(4-methoxybenzyl)sulfamoyl)-2-(2-(4-methoxybenzyl)-2H-tetrazol-5-yl)-4-((2-(trimethylsilyl)ethyl)sulfonyl)phenyl)piperidine-4-sulfonamido)ethyl)carbamate